[Ag].[Cu].[Au] GOLD-COPPER-SILVER